OC=1C=C(C=CC1)C1CCC(CC1)OC[C@@H]1NCCC[C@@H]1NS(=O)(=O)N(C)C N'-((2R,3S)-2-((((1s,4S)-4-(3-hydroxyphenyl)cyclohexyl)oxy)methyl)piperidin-3-yl)-N,N-dimethyl-sulfamide